2-chloro-1-(2,5-dimethylphenyl)ethanone ClCC(=O)C1=C(C=CC(=C1)C)C